6-(4-bromo-3-(methoxymethoxy)phenyl)-2,8-dimethylimidazo[1,2-a]pyridine BrC1=C(C=C(C=C1)C=1C=C(C=2N(C1)C=C(N2)C)C)OCOC